acetaminophenyl ether N(C(=O)C)C1=C(C=CC=C1)OC1=C(C=CC=C1)NC(=O)C